(S)-2-(4-(6-((5-(3,3-difluorocyclobutyl)-1,3,4-thiadiazol-2-yl)methoxy)pyridin-2-yl)-2,5-difluorobenzyl)-1-(oxetan-2-ylmethyl)-1H-benzo[d]imidazole-6-carboxylic acid FC1(CC(C1)C1=NN=C(S1)COC1=CC=CC(=N1)C1=CC(=C(CC2=NC3=C(N2C[C@H]2OCC2)C=C(C=C3)C(=O)O)C=C1F)F)F